C12NOCCCC2C1 oxa-2-azabicyclo[5.1.0]octane